7-(bromomethyl)-5-(difluoromethoxy)-3-ethylquinoxalin-2(1H)-one BrCC1=CC(=C2N=C(C(NC2=C1)=O)CC)OC(F)F